O=C(NCCOCCOCCOCC)CCOCCNC(CCCCCCCCCCC(=O)O)=O 13,20-dioxo-3,6,9,16-tetraoxa-12,19-diazahentriacontan-31-oic acid